p-toluyl-ethylene C1(=CC=C(C=C1)C=C)C